N1N=C(C2=CC=CC=C12)C1=NC=2CN(CCC2C=C1)C(C)=O 1-[2-(1H-indazol-3-yl)-6,8-dihydro-5H-1,7-naphthyridin-7-yl]ethanone